S(C)(=O)(=O)O.S(C)(=O)(=O)O.N1N=CC2=C(C=CC=C12)C=1N=C(C2=C(N1)C=C(S2)CN2CCN(CC2)S(=O)(=O)C)N2CCOCC2 2-(1H-indazol-4-yl)-6-(4-methanesulfonyl-piperazin-1-ylmethyl)-4-morpholin-4-yl-thieno[3,2-d]pyrimidine dimesylate